(S)-5-(4-amino-2-(1H-tetrazol-5-yl)benzamido)-2-(4-(2-(2,4-diaminopteridin-6-yl)ethyl)benzamido)pentanoic acid NC1=CC(=C(C(=O)NCCC[C@@H](C(=O)O)NC(C2=CC=C(C=C2)CCC=2N=C3C(=NC(=NC3=NC2)N)N)=O)C=C1)C1=NN=NN1